Cl.O[C@@H]1CNCCC1 (S)-3-Hydroxypiperidine hydrochloride